cobalt boronate salt B([O-])[O-].[Co+2]